tert-Butyl (S)-(1-(6-amino-6'-morpholino-[3,3'-bipyridin]-4-yl)piperidin-3-yl)carbamate NC1=CC(=C(C=N1)C=1C=NC(=CC1)N1CCOCC1)N1C[C@H](CCC1)NC(OC(C)(C)C)=O